ClC1=NC(=CC=C1C1COC1)\C=C\OCC 2-chloro-6-[(E)-2-ethoxyvinyl]-3-(oxetan-3-yl)pyridine